2,2'-(1,2-ethanediyl-dioxy)diethyl thiol C(COCCS)OCCS